C(CCCCCCCC)N(CCCC1CCN(CC1)C(CC)=O)CCCCCCCCC (4-(3-(dinonylamino)propyl)piperidin-1-yl)propan-1-one